ClC=1C=C2C=C(NC2=CC1)CNC(N(C)[C@H]1CN(CCC1)C(=O)C1(CCC1)CO)=O (R)-3-((5-chloro-1H-indol-2-yl)methyl)-1-(1-(1-(hydroxymethyl)cyclobutane-1-carbonyl)piperidin-3-yl)-1-methylurea